N-(3-Cyano-4-methyl-1H-indol-7-yl)-1-[5-(trifluoromethyl)-2-pyridyl]pyrazol-4-sulfonamid C(#N)C1=CNC2=C(C=CC(=C12)C)NS(=O)(=O)C=1C=NN(C1)C1=NC=C(C=C1)C(F)(F)F